OC1=C(C(=O)OC)C(=CC=C1)O methyl 2,6-dihydroxybenzoate